C(CCCCCC(C)C)(=O)OCCCCCCCCCCCCC Tridecyl isononanoate